NC=1C=2N(C=CN1)C(=NC2C2=CC=C(C=C2)C(NC2=NC=CC(=C2)C(F)(F)F)=O)[C@H]2CN(CCO2)C(C(=O)O)(C)C 2-{(2R)-2-[8-amino-1-(4-{[4-(trifluoromethyl)pyridin-2-yl]carbamoyl}phenyl)imidazo[1,5-a]pyrazin-3-yl]morpholin-4-yl}-2-methylpropanoic acid